O-allyl-galactose tert-butyl-5-formyl-7-nitro-2-phenyl-1H-indole-1-carboxylate {tert-butyl-5-formyl-7-nitro-2-phenyl-1H-indole-1-carboxylate} C(C)(C)(C)C1=C(N(C2=C(C=C(C=C12)C=O)[N+](=O)[O-])C(=O)O)C1=CC=CC=C1.C(C)(C)(C)C1=C(N(C2=C(C=C(C=C12)C=O)[N+](=O)[O-])C(=O)O)C1=CC=CC=C1.C(C=C)O[C@@H](C=O)[C@@H](O)[C@@H](O)[C@H](O)CO